OCCOC1=NC=C(C=N1)NC(O[C@H](C)[C@H](C)OC1=CC2=C(N=C(S2)C2=C3N=CC(=NC3=CC(=C2)C)OC)C=C1F)=O (2R,3S)-3-((5-fluoro-2-(2-methoxy-7-methylquinoxalin-5-yl)benzo[d]thiazol-6-yl)oxy)butan-2-yl (2-(2-hydroxyethoxy)pyrimidin-5-yl)carbamate